C(C)(C)(C)OC(=O)N1CC2(CC2C1)[B-](F)(F)F.[K+].C(C)(C)C1=C(NC2=CC=C(C=C12)C1CCNCC1)C1=C(C=NC=C1)CO (4-(3-isopropyl-5-(piperidin-4-yl)-1H-indol-2-yl)pyridin-3-yl)methanol Potassium (3-(tert-butoxycarbonyl)-3-azabicyclo[3.1.0]hexan-1-yl)trifluoroborate